C(C)OC(=O)C1=CN=C(O1)I 2-iodo-oxazole-5-carboxylic acid ethyl ester